tert-Butyl 7-cyano-5-fluoro-3-iodoindole-1-carboxylate C(#N)C=1C=C(C=C2C(=CN(C12)C(=O)OC(C)(C)C)I)F